ClC1=C(C=CC=C1)C1=NN=C(S1)C=1C(=NOC1C(=O)N)COC (5-(2-Chlorophenyl)-1,3,4-thiadiazol-2-yl)-3-(methoxymethyl)isoxazole-5-carboxamide